2-methylpropane-2-sulfonimidate CC(C)(C)S(=O)([O-])=N